4-Chloro-1-[4-(1,1-difluoroethyl)phenyl]sulfonyl-3-[(3S,4S)-3,4-difluoropyrrolidin-1-yl]indazole Methyl-5-(benzyloxy)-2-(3-chlorophenyl)-1,7-naphthyridine-6-carboxylate COC(=O)C=1C(=C2C=CC(=NC2=CN1)C1=CC(=CC=C1)Cl)OCC1=CC=CC=C1.ClC1=C2C(=NN(C2=CC=C1)S(=O)(=O)C1=CC=C(C=C1)C(C)(F)F)N1C[C@@H]([C@H](C1)F)F